((S)-2-(dimethylamino)-3-methylbutanoylamino)-N,3-dimethylbutyramide CN([C@H](C(=O)NC(C(=O)NC)C(C)C)C(C)C)C